C1(CCCCC1)PC1CCCCC1 Bis(cyclohexyl)phosphane